Ethyl 2-((cyclopropylmethyl)(4-methyl-4'-(2-(4-methylpiperazin-1-yl)ethyl)-[1,1'-biphenyl]-3-yl)amino)thiazole-4-carboxylate C1(CC1)CN(C=1SC=C(N1)C(=O)OCC)C=1C=C(C=CC1C)C1=CC=C(C=C1)CCN1CCN(CC1)C